(S)-N-(5-(5-amino-1H-pyrazol-1-yl)-1,3,4-thiadiazol-2-yl)-4-(2,6-dimethoxyphenyl)-3-((1-methoxypropan-2-yl)oxy)-2-oxo-2H-pyran-6-carboxamide NC1=CC=NN1C1=NN=C(S1)NC(=O)C1=CC(=C(C(O1)=O)O[C@H](COC)C)C1=C(C=CC=C1OC)OC